tert-butyl (2S,3S)-3-hydroxy-2-(hydroxymethyl)piperidine-1-carboxylate O[C@@H]1[C@@H](N(CCC1)C(=O)OC(C)(C)C)CO